methylene-1,3-dioxane-4,6-dione C=C1OC(CC(O1)=O)=O